CN1C(C2=C(CC=CC1)C(=CN2)C2=NC(=NC=C2C(F)(F)F)NC2CNCCC2)=O 8-methyl-3-{2-[(piperidin-3-yl)amino]-5-(trifluoromethyl)pyrimidin-4-yl}-1H,4H,7H,8H,9H-pyrrolo[2,3-c]azocin-9-one